NC1=NC2=C(N1C\C=C\CN)C(=CC(=C2)C(=O)N)OC (E)-2-amino-1-(4-aminobut-2-en-1-yl)-7-methoxy-1H-benzo[d]Imidazole-5-carboxamide